2-(1-(6-(2,4-dimethoxypyrimidin-5-yl)imidazo[1,2-b]pyridazin-8-yl)-4,4-difluoropyrrolidin-3-yl)acetic acid COC1=NC=C(C(=N1)OC)C=1C=C(C=2N(N1)C=CN2)N2CC(C(C2)(F)F)CC(=O)O